3-(6-vinyl-3-pyridyl)propyl-4-methylbenzenesulfonate C(=C)C1=CC=C(C=N1)CCCOS(=O)(=O)C1=CC=C(C=C1)C